9-benzyl-8-(2-fluoro-4-(2-(4-methylpiperazin-1-yl)ethoxy)phenyl)-6-(1-methylcyclopropoxy)-9H-purine C(C1=CC=CC=C1)N1C2=NC=NC(=C2N=C1C1=C(C=C(C=C1)OCCN1CCN(CC1)C)F)OC1(CC1)C